N1CC(C1)CC1=CC=C2N=CC(=NC2=C1)C=1C=NN(C1)C1CC(C1)CCCNC=1C=C2C(N(C(C2=CC1)=O)C1C(NC(CC1)=O)=O)=O 5-((3-(3-(4-(7-(azetidin-3-ylmethyl)quinoxalin-2-yl)-1H-pyrazol-1-yl)cyclobutyl)propyl)amino)-2-(2,6-dioxopiperidin-3-yl)isoindoline-1,3-dione